4-methyl-morpholine-N-oxide C[N+]1(CCOCC1)[O-]